N-[(3R)-2,3-dihydro-1-methyl-2-oxo-5-phenyl-1H-1,4-benzodiazepin-3-yl]-N'-(3-methylphenyl)-urea CN1C([C@@H](N=C(C2=C1C=CC=C2)C2=CC=CC=C2)NC(=O)NC2=CC(=CC=C2)C)=O